butyric acid tellurium [Te].C(CCC)(=O)O